4-(4-(2,4-dichlorophenyl)-2-methyl-oxazol-5-yl)-N,N-diphenylaniline ClC1=C(C=CC(=C1)Cl)C=1N=C(OC1C1=CC=C(N(C2=CC=CC=C2)C2=CC=CC=C2)C=C1)C